isopropenylpentanol borate B(O)(O)OC(CCCC)C(=C)C